OC(CNCC(=O)N)O dihydroxyethyl-glycine amide